{8-fluoro-2-[4-(3-methoxyphenyl)piperazin-1-yl]-3-[2-methoxy-5-(trifluoromethyl)phenyl]-3,4-dihydro-quinazolin-4-yl}acetic acid FC=1C=CC=C2C(N(C(=NC12)N1CCN(CC1)C1=CC(=CC=C1)OC)C1=C(C=CC(=C1)C(F)(F)F)OC)CC(=O)O